OCCCC(=O)SCCNC(CCNC([C@@H](C(COP(OP(OC[C@@H]1[C@H]([C@H]([C@@H](O1)N1C=NC=2C(N)=NC=NC12)O)OP(=O)(O)O)(=O)O)(=O)O)(C)C)O)=O)=O hydroxybutyryl-coenzyme A